CN(C1=CC=C(C=C1)C)C(C(=O)O)C (methyl(p-tolyl)amino)propanoic acid